(S)-2-(1-(2-(1H-indol-3-yl)ethyl)-7-ethoxy-6-methoxy-3,4-dihydroisoquinoline-2(1H)-yl)acetamide N1C=C(C2=CC=CC=C12)CC[C@@H]1N(CCC2=CC(=C(C=C12)OCC)OC)CC(=O)N